C1(=CC=CC2=CC=CC=C12)OCCCC1=CC=CC=C1 3-(1-naphthoxy)-1-phenylpropane